FC=1C2=C(C(=NC1)C)CC(C2)N(CCCC2=CN(C(O2)=O)C2=NC1=C(OCC(N1)=O)N=C2)C 6-[5-[3-[(4-fluoro-1-methyl-6,7-dihydro-5H-cyclopenta[c]pyridin-6-yl)-methylamino]propyl]-2-oxo-1,3-oxazol-3-yl]-4H-pyrazino[2,3-b][1,4]oxazin-3-one